[3-(1-amino-4-methylisoquinolin-6-yl)-4-methoxyphenyl]boronic acid NC1=NC=C(C2=CC(=CC=C12)C=1C=C(C=CC1OC)B(O)O)C